C(C1=CC=CC=C1)OC1=C(C(=CC(=C1C)O)O)C(=O)N1CCC2=CC=CC=C12 (2-(Benzyloxy)-4,6-dihydroxy-3-methylphenyl)(indolin-1-yl)methanone